C(C)(C)(C)NS(=O)(=O)C=1SC(=CC1C1=CC=C(C=C1)C(C)N1C(=NC=C1)Cl)CC(C)C N-(tert-butyl)-3-(4-(1-(2-chloro-1H-imidazol-1-yl)ethyl)phenyl)-5-isobutyl-thiophene-2-sulfonamide